(2R)-2-{4-[(2S)-2-amino-2-cycloheptylacetamido]-5-fluoro-2-oxopyridin-1-yl}-N-methyl-N-(2,2,2-trifluoroethyl)propanamide N[C@H](C(=O)NC1=CC(N(C=C1F)[C@@H](C(=O)N(CC(F)(F)F)C)C)=O)C1CCCCCC1